5-chloro-1H-benzo[d][1,2,3]triazole ClC1=CC2=C(NN=N2)C=C1